dimethylbis(pentamethylcyclopentadienyl)zirconium (IV) C[Zr](C1(C(=C(C(=C1C)C)C)C)C)(C1(C(=C(C(=C1C)C)C)C)C)C